5-chloro-2-hydroxy-N-(5-isopropylthiazol-2-yl)benzamide ClC=1C=CC(=C(C(=O)NC=2SC(=CN2)C(C)C)C1)O